N-myristoyl-tryptophan C(CCCCCCCCCCCCC)(=O)N[C@@H](CC1=CNC2=CC=CC=C12)C(=O)O